2-(2-chloro-4-cyano-6-fluoro-1H-benzo[d]imidazol-1-yl)-N-methyl-N-(2,2,2-trifluoroethyl)acetamide ClC1=NC2=C(N1CC(=O)N(CC(F)(F)F)C)C=C(C=C2C#N)F